8-(3-isopropyl-5-(piperidin-4-yl)-1H-indol-2-yl)-1H-pyrido[2,3-b][1,4]oxazin-2(3H)-one C(C)(C)C1=C(NC2=CC=C(C=C12)C1CCNCC1)C1=CC=NC=2OCC(NC21)=O